4-(4-fluorophenyl)-1-(4-methoxybenzyl)-1H-1,2,3-triazole FC1=CC=C(C=C1)C=1N=NN(C1)CC1=CC=C(C=C1)OC